N4-(3-ethoxypropyl)-N2,N2,N6,N6-tetrakis(2-methoxyethyl)-8-(4-methoxypiperidin-1-yl)pyrimido[5,4-d]pyrimidine-2,4,6-triamine C(C)OCCCNC=1C2=C(N=C(N1)N(CCOC)CCOC)C(=NC(=N2)N(CCOC)CCOC)N2CCC(CC2)OC